copper-iron nitrogen [N].[Fe].[Cu]